NC1=C(OC2=NC(=NC=C2Br)NC2=CC3=C(OCO3)C=C2)C=CC=C1 4-(2-aminophenoxy)-N-(benzo[d][1,3]dioxol-5-yl)-5-bromopyrimidin-2-amine